BrC1=CC=C(C=N1)CN1\C(\C=CC=C1)=N/C(C(F)(F)F)=O (Z)-N-[1-[(6-bromo-3-pyridyl)methyl]-2-pyridylidene]-2,2,2-trifluoroacetamide